ClC=1C=C2C(=NC1)C=C(N2C)C2=CC(=C(C#N)C=C2)OC 4-(6-chloro-1-methyl-pyrrolo[3,2-b]pyridin-2-yl)-2-methoxy-benzonitrile